ethyl 2-(N-(4-((2-methyl-1-(methylsulfonyl)indolin-6-yl)carbamoyl)-3-(6-azaspiro[2.5]octan-6-yl)phenyl)sulfamoyl)acetate CC1N(C2=CC(=CC=C2C1)NC(=O)C1=C(C=C(C=C1)NS(=O)(=O)CC(=O)OCC)N1CCC2(CC2)CC1)S(=O)(=O)C